C(C)(C)(C)N(C(O)=O)CC1(CCC1)NC(=O)C1=CC2=C(N3C(S2)=NC(=C3)C3=CC=C(C=C3)C(NC)=O)C=C1.NCCNCCC[Si](OCC)(OCC)C (2-aminoethyl)aminopropylmethyldiethoxysilane Tert-butyl-((1-(2-(4-(methylcarbamoyl)phenyl)benzo[d]imidazo[2,1-b]thiazole-7-carboxamido)cyclobutyl)methyl)carbamate